N1-methyl-N1-(piperidin-3-yl)-N4-(1H-pyrazol-4-yl)terephthalamide CN(C(C1=CC=C(C(=O)NC=2C=NNC2)C=C1)=O)C1CNCCC1